N-(2-cyanoethyl)pyrrole tert-butyl-4-(6-(8-fluoro-2-methylimidazo[1,2-a]pyridine-6-carboximidamido)-5-methylpyridin-3-yl)piperazine-1-carboxylate C(C)(C)(C)OC(=O)N1CCN(CC1)C=1C=NC(=C(C1)C)NC(=N)C=1C=C(C=2N(C1)C=C(N2)C)F.C(#N)CCN2C=CC=C2